4-[(2-fluoroethyl)amino]-N-[(1s,4s)-4-{[2-(difluoromethyl)imidazo[1,2-a]pyridin-5-yl]amino}cyclohexyl]benzamide FCCNC1=CC=C(C(=O)NC2CCC(CC2)NC2=CC=CC=3N2C=C(N3)C(F)F)C=C1